N-allyl-5-((2-((N-cyclopropylaminosulfonyl)amino)-3-fluoropyridin-4-yl)methyl)-3,4-difluoro-2-((2-fluoro-4-iodophenyl)amino)benzamide C(C=C)NC(C1=C(C(=C(C(=C1)CC1=C(C(=NC=C1)NS(=O)(=O)NC1CC1)F)F)F)NC1=C(C=C(C=C1)I)F)=O